COC1CCC1 (1r,3r)-3-methoxycyclobutane